menthyl acetate (2-isopropyl-5-methylcyclohexyl)acetate C(C)(C)C1C(CC(CC1)C)CC(=O)O.C(C)(=O)OC1CC(CCC1C(C)C)C